FC1=CC(=C(C=N1)C=1C=NC=2CCN(CC2C1)C=1C(=C(C#N)C=CN1)C)C 2-(3-(6-fluoro-4-methylpyridin-3-yl)-7,8-dihydro-1,6-naphthyridin-6(5H)-yl)-3-methylisonicotinonitrile